3-bromo-4-[(2,4-difluorobenzyl)oxy]-1-(2,6-difluoro-4-vinylphenyl)-6-methylpyridin-2(1H)-one BrC=1C(N(C(=CC1OCC1=C(C=C(C=C1)F)F)C)C1=C(C=C(C=C1F)C=C)F)=O